C(CCCCCCCCCCC)(=O)OOOC(C)(C)C tert-butylperoxy laurate